tert-Butyl 3-((4-((tert-butoxycarbonyl)((2S,4R)-2-methyl-1-propionyl-1,2,3,4-tetrahydroquinolin-4-yl)amino)phenyl)(hydroxy)methyl)-5,6-dihydroimidazo[1,2-a]pyrazine-7(8H)-carboxylate C(C)(C)(C)OC(=O)N(C1=CC=C(C=C1)C(C1=CN=C2N1CCN(C2)C(=O)OC(C)(C)C)O)[C@@H]2C[C@@H](N(C1=CC=CC=C21)C(CC)=O)C